2-(4-(4-(aminomethyl)-1-oxo-1,2-dihydrophthalazin-6-yl)-1-methyl-1H-pyrazol-5-yl)-4-chloro-1-naphthonitrile NCC1=NNC(C2=CC=C(C=C12)C=1C=NN(C1C1=C(C2=CC=CC=C2C(=C1)Cl)C#N)C)=O